C(#C)C1(CN(CC1)C(=O)OC(C)(C)C)O tert-butyl 3-ethynyl-3-hydroxy-pyrrolidine-1-carboxylate